C1OCC12CCC(CC2)=NNC(OC(C)(C)C)=O tert-Butyl N-(2-oxaspiro[3.5]nonan-7-ylideneamino)carbamate